CN1C2=C(OCCC1=O)C=C1C(=C2)OC(O1)C(=O)O.FC1=C(COC2=C(C=CC=C2)NC(\C=C\C2=CC=C(C=C2)OC)=O)C=CC=C1 (E)-N-(2-((2-fluorobenzyl)oxy)phenyl)-3-(4-methoxyphenyl)acrylamide 9-methyl-8-oxo-6,7,8,9-tetrahydro-[1,3]dioxolo[4',5':4,5]benzo[1,2-b][1,4]oxazepin-2-carboxylate